tert-butyl (3-((4-bromo-2-fluoro-3-(hydroxymethyl) benzyl)amino) phenyl)carbamate BrC1=C(C(=C(CNC=2C=C(C=CC2)NC(OC(C)(C)C)=O)C=C1)F)CO